4-methylcoumarin-7-thiol CC1=CC(OC2=CC(=CC=C12)S)=O